OCC(CC(CC=1C(=C(C(=O)O)C(=CC1)C)C)(C)C)(C)C 5-hydroxy-2,2,4,4-tetramethylpentyl-2,6-dimethylbenzoic acid